1-ethyl-3,5-dimethylbenzene C(C)C1=CC(=CC(=C1)C)C